N1(CCC1)C=1C=C(C=2N(C1)N=C(N2)NC2=C(N=NC(=C2)Cl)C(=O)NC)OC 4-((6-(azetidin-1-yl)-8-methoxy-[1,2,4]Triazolo[1,5-a]Pyridin-2-yl)amino)-6-chloro-N-methylpyridazine-3-carboxamide